2-cyano-3-(3-ethyl-4-hydroxy-5-nitrophenyl)-N,N-diethylacrylamide C(#N)C(C(=O)N(CC)CC)=CC1=CC(=C(C(=C1)[N+](=O)[O-])O)CC